C1(CCCC1)NC1=C(C=CC=C1)C1=CC(=C(C(=C1)F)N(CCCC(=O)O)C)F 4-[(2'-cyclopentylamino-3,5-difluoro-biphenyl-4-yl)-methyl-amino]-butyric acid